ClC1=NC=C2C(=N1)N(C(N(C2)C2=C(C=CC=C2C)Cl)=O)C2CCN(CC2)C(=O)OC(C)(C)C tert-butyl 4-[7-chloro-3-(2-chloro-6-methyl-phenyl)-2-oxo-4H-pyrimido[4,5-d]pyrimidin-1-yl]piperidine-1-carboxylate